C1(CC1)C(SCC1=C(C=CC=C1)/C(/C(=O)OC)=C\OC)=NC1=CC=C(C=C1)OC methyl (2E)-2-{2-[({cyclopropyl[(4-methoxyphenyl)imino]methyl}thio)methyl]phenyl}-3-methoxyacrylate